C(C)OC1=C(C=C2CCN([C@H](C2=C1)CCC1=CNC2=CC=C(C=C12)OC)S(=O)(=O)C1=CC=C(C=C1)F)OC (S)-7-ethoxy-6-methoxy-1-(2-(5-methoxy-1H-indol-3-yl)ethyl)-2-(4-fluorophenyl)sulfonyl-1,2,3,4-tetrahydroisoquinoline